dibutyltin bis(ethyl maleate) C(C)/C(/C(=O)[O-])=C/C(=O)[O-].C(C)/C(/C(=O)[O-])=C/C(=O)[O-].C(CCC)[Sn+4]CCCC